1,2,4-Cyclohexanetriol C1(C(CC(CC1)O)O)O